disodium ethylenediamine tetra-acetate C(C)(=O)ON(CCN(OC(C)=O)OC(C)=O)OC(C)=O.[Na].[Na]